(R)-1-(3-(6-chloro-7-fluoro-3-(1H-imidazol-1-yl)-5-methoxy-1-methyl-1H-indol-2-yl)-1H-1,2,4-triazol-5-yl)-N-methylethan-1-amine ClC1=C(C=C2C(=C(N(C2=C1F)C)C1=NNC(=N1)[C@@H](C)NC)N1C=NC=C1)OC